CC=1N=C(C(=NC1C=1C2=C(C=NC1)N(C=N2)C)C(=O)N)NC2=CC=C(C=C2)N2CCOCC2 5-Methyl-6-(3-methylimidazo[4,5-c]pyridin-7-yl)-3-(4-morpholinoanilino)pyrazin-2-carboxamid